FC1=C(C=CC=C1F)NC(/C=N/O)=O (E)-N-(2,3-difluorophenyl)-2-(hydroxyimino)acetamide